ClC1=C(C=CC(=C1)S(=O)(=O)C)COC1=C(C=C(C=C1)C1C=2C(NC(C1)=O)=NNC2)OC 4-{4-[(2-chloro-4-methanesulfonylphenyl)methoxy]-3-methoxyphenyl}-2H,4H,5H,6H,7H-pyrazolo[3,4-b]pyridin-6-one